ClC=1C(=NC(=NC1)N1CCC(CC1)C(=O)N(C)C)NC1=CC=2C3=C(C(N(C2C=C1)C)=O)C(OC[C@@H](N3)C)=O (S)-1-(5-chloro-4-((2,7-dimethyl-5,6-dioxo-1,2,3,5,6,7-hexahydro-[1,4]oxazepino[6,5-c]quinolin-10-yl)amino)pyrimidin-2-yl)-N,N-dimethylpiperidine-4-carboxamide